tert-butyl 4-[(3-bromo-2-pyridinyl) methyl]-4-hydroxy-piperidine-1-carboxylate BrC=1C(=NC=CC1)CC1(CCN(CC1)C(=O)OC(C)(C)C)O